1-{4-[4-(6-chloropyridazin-4-yl)piperazin-1-yl]-4-methylcyclohexyl}-4-fluoro-1H-indole ClC1=CC(=CN=N1)N1CCN(CC1)C1(CCC(CC1)N1C=CC2=C(C=CC=C12)F)C